rac-3-[6-chloro-3-(3-cyclopropyl-2-fluoro-phenoxy)-5-methyl-pyridazin-4-yl]-5-[(2,4-dimethylphenyl)methyl]-5,6-dihydro-4H-1,2,4-oxadiazine ClC1=C(C(=C(N=N1)OC1=C(C(=CC=C1)C1CC1)F)C1=NOC[C@H](N1)CC1=C(C=C(C=C1)C)C)C |r|